N1[C@@H](CC[C@@H](C1)C(=O)OC(C)(C)C)C(=O)OC 5-(tert-butyl) 2-methyl (2S,5S)-piperidine-2,5-dicarboxylate